4-(1-benzyl-3-methyl-1H-pyrazol-4-yl)-3-(p-chlorophenyl)-2-pyridinyl-amine C(C1=CC=CC=C1)N1N=C(C(=C1)C1=C(C(=NC=C1)N)C1=CC=C(C=C1)Cl)C